N-cyclohexyl-2-benzothiazol-sulfenamide C1(CCCCC1)NSC=1SC2=C(N1)C=CC=C2